CC(CN)C[Si](OCC)(OCC)OCC 2-methyl-3-(triethoxysilyl)propane-1-amine